ClC1=C(C=C2CCN(CC2=C1)C(C(F)(F)F)=O)NC1=NC=C(C(=N1)C1=CC2=C(C(NCCS2(=O)=O)=O)S1)C(F)(F)F 7-[2-[[7-chloro-2-(2,2,2-trifluoroacetyl)-3,4-dihydro-1H-isoquinolin-6-yl]amino]-5-(trifluoromethyl)pyrimidin-4-yl]-1,1-dioxo-3,4-dihydro-2H-thieno[2,3-f][1,4]thiazepin-5-one